C(C)(C)C1=CC=C(C=C1)C(C)C r-1,4-diisopropyl-benzene